diphenylsulfonium p-styrenesulfonate C=CC1=CC=C(C=C1)S(=O)(=O)[O-].C1(=CC=CC=C1)[SH+]C1=CC=CC=C1